C(C=C)(=O)OCCCCCC[Si](OCC)(OCC)C acryloxyhexylmethyldiethoxysilane